O1S(CC=CCC1)(=O)=O 6,7-dihydro-3H-oxathiepine 2,2-dioxide